C/C(/CCC[C@@]1([C@H](CC=2C(=C3CN(C(C3=CC2O)=O)CCCCC(=O)O)O1)OC(=O)N1CCN(CC1)C)C)=C\CC=C(C)C 5-((2R,3S)-2-((E)-4,8-dimethylnona-4,7-dien-1-yl)-5-hydroxy-2-methyl-3-((4-methyl-piperazin-1-carbonyl)oxy)-7-oxo-3,4,7,9-tetrahydropyrano[2,3-E]isoindol-8(2H)-yl)pentanoic acid